1-chloro-3-(chloromethyl)benzene ClC1=CC(=CC=C1)CCl